CC1=C(NC2=NOC3=C2C=CC=C3)C=CC=C1C1=CC=CC=C1 3-(2-methyl-3-phenylanilino)benzisoxazol